OC=1C(C=CC=CC1C([2H])([2H])[2H])=O 2-hydroxy-3-(methyl-d3)cyclohepta-2,4,6-trien-1-one